C1(CC1)C1=CC=C(C=N1)C(C)N1C[C@@H](N(C[C@H]1CC)C=1C=2N(N(C(C1F)=O)C)C=C(N2)CC#N)CC 2-(8-((2S,5R)-4-(1-(6-cyclopropylpyridin-3-yl)ethyl)-2,5-diethylpiperazin-1-yl)-7-fluoro-5-methyl-6-oxo-5,6-dihydroimidazo[1,2-b]pyridazin-2-yl)acetonitrile